NC1=CC=C(CC(N)C)C=C1 para-aminoamphetamine